BrC1=CC=C(C=2C=C(OC21)CN)C (7-bromo-4-methylbenzofuran-2-yl)methanamine